The molecule is a sesquiterpene alkaloid that is isolated from Tripterygium hypoglaucum. It has a role as a plant metabolite. It is a 2-furoate ester, an acetate ester, a dihydroagarofuran sesquiterpenoid, a macrolide, a pyridine alkaloid and a sesquiterpene alkaloid. It derives from a nicotinic acid. CC1C(C(=O)O[C@H]2[C@@H]([C@@H]([C@]3([C@@H]([C@@H]([C@@H]4[C@H]([C@@]3([C@@]2(C)O)O[C@]4(COC(=O)C5=C1N=CC=C5)C)OC(=O)C6=CC=CO6)OC(=O)C7=CN=CC=C7)OC(=O)C)COC(=O)C)OC(=O)C)OC(=O)C)C